2-(3,7-dimethylocta-2,6-dien-1-yl)-5-pentyl-4-(pyrimidin-2-yl)benzene-1,3-diol CC(=CCC1=C(C=C(C(=C1O)C1=NC=CC=N1)CCCCC)O)CCC=C(C)C